N-(5-((2-(1-azaspiro[3.3]hept-1-yl)ethyl)carbamoyl)-2-methylpyridin-3-yl)-2-(1,5-dimethyl-1H-pyrazol-4-yl)pyrazolo[5,1-b]thiazole-7-carboxamide N1(CCC12CCC2)CCNC(=O)C=2C=C(C(=NC2)C)NC(=O)C=2C=NN1C2SC(=C1)C=1C=NN(C1C)C